C1(CC1)C[C@@H](C(=O)N[C@H](C(=O)OC)C[C@H]1C(NCCC1)=O)NC(=O)C=1NC(=C(C1)Cl)Cl methyl (2S)-2-[[(2S)-3-cyclopropyl-2-[(4,5-dichloro-1H-pyrrole-2-carbonyl)amino]propanoyl]amino]-3-[(3S)-2-oxo-3-piperidyl]propanoate